tert-butyl (S)-3-(4-chloro-5-((3-methyl-5-(phenylethynyl)pyridin-2-yl)carbamoyl)-1H-pyrazol-1-yl)pyrrolidine-1-carboxylate ClC=1C=NN(C1C(NC1=NC=C(C=C1C)C#CC1=CC=CC=C1)=O)[C@@H]1CN(CC1)C(=O)OC(C)(C)C